COC1=NC=C(C2=C1N=C(S2)NC(=O)N2CC1(CC2)CCOCC1)C=1C=NN(C1)C[C@H]1COCCC1 8-Oxa-2-aza-spiro[4.5]decane-2-carboxylic acid (4-methoxy-7-{1-[(S)-1-(tetrahydro-pyran-3-yl)methyl]-1H-pyrazol-4-yl}-thiazolo[4,5-c]pyridin-2-yl)-amide